3-(1-cyclopentyl-1H-benzo[d][1,2,3]triazol-5-yl)-5-(3,4-dimethoxyphenyl)-1,2,4-oxadiazole C1(CCCC1)N1N=NC2=C1C=CC(=C2)C2=NOC(=N2)C2=CC(=C(C=C2)OC)OC